(4-(Hydroxymethyl)-3-methoxyphenyl)-4-(4-methyl-1-oxoisoindolin-2-yl)cyclohexanecarboxamide OCC1=C(C=C(C=C1)C1(CCC(CC1)N1C(C2=CC=CC(=C2C1)C)=O)C(=O)N)OC